C1(=CC=CC=C1)N1C(C=C(C1=O)C1=CC=C(C=C1)OC)=O N-phenyl-3-(4-methoxyphenyl)maleimide